(E)-2-chloro-N'-(1-(naphthalen-2-yl)ethylidene)benzohydrazide ClC1=C(C(=O)N/N=C(\C)/C2=CC3=CC=CC=C3C=C2)C=CC=C1